NC1=NN2C(C=C(C=C2)C=2C=C(C(=NC2)OCC)C(=O)NCC2=C(C=CC=C2)S(=O)(=O)C2=C(C=CC=C2)CO)=N1 5-{2-amino-[1,2,4]triazolo[1,5-a]pyridin-7-yl}-2-ethoxy-N-({2-[2-(hydroxymethyl)benzenesulfonyl]phenyl}methyl)pyridine-3-carboxamide